(S)-N-(5-fluoro-2-methoxypyridin-4-yl)-N,7'-dimethyl-6'-(pyrimidin-2-yl)-3',4'-dihydro-1'H-spiro[pyrrolidine-3,2'-[1,8]naphthyridine]-1-carboxamide FC=1C(=CC(=NC1)OC)N(C(=O)N1C[C@@]2(NC3=NC(=C(C=C3CC2)C2=NC=CC=N2)C)CC1)C